tert-Butyl (S)-4-(((benzyloxy)carbonyl)amino)-5-oxo-5-((4-(trifluoromethoxy)phenyl)amino)pentanoate C(C1=CC=CC=C1)OC(=O)N[C@@H](CCC(=O)OC(C)(C)C)C(NC1=CC=C(C=C1)OC(F)(F)F)=O